C1(C(CC)O1)C1=C(C=CC=C1)OC1=CC=CC=C1 1-(1,2-epoxybutyl)-2-phenoxybenzene